C(CCCCCCC)(=O)OCCCCOC(CCCCCCC)=O Butyleneglycol Dicaprylat